6-Fluoro-7-(2-fluoro-6-hydroxyphenyl)-4-((2S)-2-methyl-4-(2-propenoyl)-1-piperazinyl)-1-(2-(1-(trifluoromethyl)cyclopropyl)phenyl)pyrido[2,3-d]pyrimidin-2(1H)-one FC1=CC2=C(N(C(N=C2N2[C@H](CN(CC2)C(C=C)=O)C)=O)C2=C(C=CC=C2)C2(CC2)C(F)(F)F)N=C1C1=C(C=CC=C1O)F